C1(CC1)C=1N=CC=2C=C3C(=C(C2C1)S(=O)(=O)NCC(C)(C)F)C[C@@H](C3)NC=3C=NC(=NC3)C3=NN=NN3 (7R)-3-cyclopropyl-N-(2-fluoro-2-methylpropyl)-7-[[2-(1H-tetrazol-5-yl)pyrimidin-5-yl]amino]-7,8-dihydro-6H-cyclopenta[g]isoquinoline-5-sulfonamide